3-[2-(dimethylamino)ethoxy]-4-nitro-5-[[(2S)-oxetan-2-yl]methylamino]benzoic acid methyl ester COC(C1=CC(=C(C(=C1)NC[C@H]1OCC1)[N+](=O)[O-])OCCN(C)C)=O